(-)-N-(2-cyclopropyl-2-(5-fluoro-6-(4-fluorophenyl)-4-(2-hydroxypropan-2-yl)pyridin-2-yl)-2-hydroxyEthyl)-8-methoxy-3-(trifluoromethyl)cinnoline-6-carboxamide C1(CC1)C(CNC(=O)C=1C=C2C=C(N=NC2=C(C1)OC)C(F)(F)F)(O)C1=NC(=C(C(=C1)C(C)(C)O)F)C1=CC=C(C=C1)F